CC1=C(OCC2=C(C=C(C=C2)C2C=3C(NC(C2)=O)=NNC3)OC)C=CC(=C1)C (+)-4-{4-[(2,4-dimethylphenoxy)methyl]-3-methoxyphenyl}-2H,4H,5H,6H,7H-pyrazolo[3,4-b]pyridin-6-one